ClC1=C(C=C(C=C1)F)C(C)OC=1C(=NC=C(C1)Br)[N+](=O)[O-] 3-[1-(2-chloro-5-fluorophenyl)ethoxy]-5-bromo-2-nitropyridine